dodecyl 2-((tert-butoxy-carbonyl) amino)-3-phenylpropanoate C(C)(C)(C)OC(=O)NC(C(=O)OCCCCCCCCCCCC)CC1=CC=CC=C1